C(=O)(O)C1CCC2=C(C=CC=C12)N 1-carboxy-4-aminoindan